methyl trans-4-[(2,5-dimethyl-4-pyridyl)methyl]cyclohexanecarboxylate CC1=NC=C(C(=C1)C[C@@H]1CC[C@H](CC1)C(=O)OC)C